COC=1C=2N(C=C(C1)C=1C=NN(C1C)C=1CN(C=CC1)[C@H]1CNCCC1)N=CC2C#N 4-Methoxy-6-[5-methyl-1-[1-[(3R)-3-piperidyl]pyridine-3-yl]pyrazol-4-yl]pyrazolo[1,5-a]pyridine-3-carbonitrile